C1(CC1)CC1=CC=C(C=C1)CO (4-(cyclopropylmethyl)phenyl)methanol